Cl.C(C)(C)N1C=CC2=C(C=C(C=C12)C(=O)N1CCC2(CC1)CCNCC2)N2C(NC(CC2)=O)=O 1-(1-Isopropyl-6-(3,9-diazaspiro[5.5]undecane-3-carbonyl)-1H-indol-4-yl)dihydropyrimidine-2,4(1H,3H)-dione hydrochloride